4-(4-methoxy-7-morpholino-quinazolin-5-yl)oxycyclohexylamine COC1=NC=NC2=CC(=CC(=C12)OC1CCC(CC1)N)N1CCOCC1